1-indanol C1(CCC2=CC=CC=C12)O